N[C@H]1[C@H]([C@H](O[C@@H]2NC(=N[C@@H]21)C)CO)O (3aS,5R,6R,7R,7aR)-7-amino-5-(hydroxymethyl)-2-methyl-3,3a,5,6,7,7a-hexahydropyrano[2,3-d]imidazol-6-ol